(4-bromo-3-fluorobenzyl)dimethylphosphine oxide BrC1=C(C=C(CP(C)(C)=O)C=C1)F